4-amino-pyrido[2,3-d]pyrimidine NC=1C2=C(N=CN1)N=CC=C2